(R)-(3-(3-ethyl-1,2,4-oxadiazol-5-yl)-8-methyl-5,6-dihydro-[1,2,4]triazolo[4,3-a]pyrazin-7(8H)-yl)(4-(thiophen-2-yl)phenyl)methanone C(C)C1=NOC(=N1)C1=NN=C2N1CCN([C@@H]2C)C(=O)C2=CC=C(C=C2)C=2SC=CC2